4-((1H-imidazol-1-yl)methyl)-1-(4-methylphenethyl)-1H-1,2,3-triazole N1(C=NC=C1)CC=1N=NN(C1)CCC1=CC=C(C=C1)C